(R)-N-(3-(3,5-dimethylisoxazol-4-yl)-4-(piperidin-2-ylmethoxy)phenyl)-1-methyl-1H-1,2,4-triazole-5-carboxamide CC1=NOC(=C1C=1C=C(C=CC1OC[C@@H]1NCCCC1)NC(=O)C1=NC=NN1C)C